benzyl-dimethyl-ammonium chloride [Cl-].C(C1=CC=CC=C1)[NH+](C)C